NC(CNCC1=C(C=CC=C1)CNC(CN)C)C 2-(2-aminopropylaminomethyl)(2-amino-1-methylethylaminomethyl)benzene